6-(2-(5-chloropyridin-3-yl)-4-(trifluoromethyl)thiazol-5-yl)-2-((5-fluoropyridin-3-yl)methyl)pyridazin-3(2H)-one ClC=1C=C(C=NC1)C=1SC(=C(N1)C(F)(F)F)C=1C=CC(N(N1)CC=1C=NC=C(C1)F)=O